5-[1-(cyanomethyl)-3-(trifluoromethyl)pyrazol-4-yl]-N-[3-ethyl-4-[4-(piperidine-4-carbonyl)piperazine-1-carbonyl]phenyl]-1-methylimidazole-2-carboxamide C(#N)CN1N=C(C(=C1)C1=CN=C(N1C)C(=O)NC1=CC(=C(C=C1)C(=O)N1CCN(CC1)C(=O)C1CCNCC1)CC)C(F)(F)F